(R)-(5-(2-(5-fluoropyridin-3-yl)pyrrolidin-1-yl)pyrazolo[1,5-a]pyrimidin-3-yl)(3-methoxyazetidin-1-yl)methanone FC=1C=C(C=NC1)[C@@H]1N(CCC1)C1=NC=2N(C=C1)N=CC2C(=O)N2CC(C2)OC